8-((6-chloropyridin-3-yl)methyl)-2,4-dioxo-4,8-dihydropyrido[2,3-d]pyrimidine-3(2H)-carbonitrile ClC1=CC=C(C=N1)CN1C=CC=C2C1=NC(N(C2=O)C#N)=O